1-undecyl-4-propylpyridinium methanesulfonate CS(=O)(=O)[O-].C(CCCCCCCCCC)[N+]1=CC=C(C=C1)CCC